PYRIDOCARBAZOLIUM C1=CC=[NH+]C=2C=CC=3C=4C=CC=CC4NC3C21